ClC(=O)OC1=C(C=C(C(=C1)Cl)Cl)Cl 2,4,5-trichlorophenyl chloroformate